C1=CC=CC2=C1CCCCC=CCC(C2)C(=O)[O-] benzocycloundecane-8-ene-6-carboxylate